N-(5-methyl-2-(piperazin-1-yl)pyrimidin-4-yl)-1H-indazol-5-amine CC=1C(=NC(=NC1)N1CCNCC1)NC=1C=C2C=NNC2=CC1